(4-(4-(2-(4-(4-chloro-7,7-dimethyl-5-oxo-5,7-dihydroindolo[1,2-a]quinazolin-10-yl)piperidin-1-yl)pyridin-4-yl)piperazin-1-yl)-2,6-difluorophenyl)piperidine-2,6-dione ClC=1C=2C(N=C3N(C2C=CC1)C1=CC(=CC=C1C3(C)C)C3CCN(CC3)C3=NC=CC(=C3)N3CCN(CC3)C3=CC(=C(C(=C3)F)N3C(CCCC3=O)=O)F)=O